N-(5-Chloro-1-(pyridin-4-yl)-1H-pyrazol-4-yl)-3-(3,4,5-trifluorophenyl)propanamide ClC1=C(C=NN1C1=CC=NC=C1)NC(CCC1=CC(=C(C(=C1)F)F)F)=O